C[Si](N(C(C)=O)CC)(N(C(C)=O)CC)C=C methyl-vinyl-bis(N-ethylacetamido)silane